F[P-](F)(F)(F)(F)F.COC1=CC=C([NH2+]CC2=CC=CC=C2)C=C1 p-methoxybenzylanilinium hexafluorophosphate